B(C1=CC=CC=C1C2=CC=C(C=C2)C3=CC=CC=C3)(O)O 2-p-terphenylboronic acid